FC(C)(F)C1=NN(C(=C1C)C(=O)[O-])CC1C(CC1)C(F)(F)F 3-(1,1-difluoroethyl)-4-methyl-1-{[2-(trifluoromethyl)cyclobutyl]methyl}-1H-pyrazole-5-carboxylate